C(C)OC(C(=O)C1=CNC2=CC=CC(=C12)OC)=O ethyl-2-(4-methoxy-1H-indol-3-yl)-2-oxoacetate